sodium β-decenylaminopropionate C(=CCCCCCCCC)NCCC(=O)[O-].[Na+]